FC=1C=C(NC2C(NC(CC2)=O)=O)C=CC1N1CCN(CC1)C[C@@H]1CC[C@H](CC1)C(=O)C1CCC(CC1)NC1=NC=C(C(=N1)C1=CC(=CC=C1)N1C(COCC1)=O)F trans-3-[3-fluoro-4-[4-[[4-[4-[[5-fluoro-4-[3-(3-oxomorpholin-4-yl)phenyl]pyrimidin-2-yl]amino]cyclohexanecarbonyl]cyclohexyl]methyl]piperazin-1-yl]anilino]piperidine-2,6-dione